N-(2-(3-(Dimethylamino)propoxy)-5-(3'-methyl-2'-oxo-2',3'-dihydrospiro[cyclobutane-1,1'-pyrrolo[2,3-c]quinolin]-8'-yl)pyridin-3-yl)-2-methylthiazole-5-sulfonamide CN(CCCOC1=NC=C(C=C1NS(=O)(=O)C1=CN=C(S1)C)C1=CC=2C3=C(C=NC2C=C1)N(C(C31CCC1)=O)C)C